C12=CC=CC=C2C1 bicyclo[4.1.0]hepta-1,3,5-triene